2-(4-(6-((4-cyano-2-fluorobenzyl)oxy)pyridin-2-yl)-2,5-difluorobenzyl)-1-((3S,3aR,6aS)-hexahydro-2H-furo[2,3-c]pyrrol-3-yl)-1H-benzo[d]imidazole-6-carboxylic acid C(#N)C1=CC(=C(COC2=CC=CC(=N2)C2=CC(=C(CC3=NC4=C(N3[C@@H]3CO[C@@H]5CNC[C@@H]53)C=C(C=C4)C(=O)O)C=C2F)F)C=C1)F